3-Fluorophenylacetonitril FC=1C=C(C=CC1)CC#N